C(CCCCCC)(=O)NC(=S)N heptanoyl-thiourea